FC(C(=O)O)(F)F.C(N)(=N)N1CCN(CC1)C1=CC=C(C=C1)NC(=O)C1=NC=CC(=C1)C(=O)NC1=CC=C(C=C1)N1CCN(CC1)C(N)=N pyridine-2,4-dicarboxylic acid bis-{[4-(4-carbamimidoyl-piperazin-1-yl)-phenyl]-amide} trifluoroacetate